2,3,5-trichlorobenzo-1,4-quinone ClC=1C(=O)C=C(C(C1Cl)=O)Cl